FC1=C(C=C(C(=O)NC2=NC=C(C=C2)[N+](=O)[O-])C=C1)C 4-fluoro-3-methyl-N-(5-nitropyridin-2-yl)benzamide